ClC=1C(=NNC1C1CC1)C(=O)NC1=CC=C(C=C1)C1CNCCO1 4-chloro-5-cyclopropyl-N-(4-(morpholin-2-yl)phenyl)-1H-pyrazole-3-carboxamide